5-(4-amino-5-(trifluoromethyl)pyrrolo[2,1-f][1,2,4]triazin-7-yl)-N-(4,4-difluoropyrrolidin-3-yl)-2-methoxynicotinamide NC1=NC=NN2C1=C(C=C2C=2C=NC(=C(C(=O)NC1CNCC1(F)F)C2)OC)C(F)(F)F